ClC1=CC=C(C=C1)C=1C=C(C=CC1)[C@H]1SCC[C@H](NC1=O)CNC1=NC=CC=N1 (2R,5S)-2-[3-(4-chlorophenyl)phenyl]-5-[(pyrimidin-2-ylamino)methyl]-1,4-thiazepan-3-one